[(3-{2-bromo-5-[4-(1,1-difluoroethyl)-3-methyl-2,6-dioxo-3,6-dihydropyrimidin-1(2H)-yl]-4-fluorophenoxy}pyridin-2-yl)oxy]acetate BrC1=C(OC=2C(=NC=CC2)OCC(=O)[O-])C=C(C(=C1)F)N1C(N(C(=CC1=O)C(C)(F)F)C)=O